C=1C=CN2C1C1=CC=C(C=C1C2)C(=O)OC methyl 5H-pyrrolo[2,1-a]isoindole-7-carboxylate